(trans)-4-(3-fluoropyridin-2-yloxy)cyclohexanecarbonitrile FC=1C(=NC=CC1)O[C@@H]1CC[C@H](CC1)C#N